methyl 3-(9-((4-(((tert-butoxycarbonyl)amino)methyl)-2-methylphenyl)carbamoyl)-4,5-dihydrobenzo[b]thieno[2,3-d]oxepin-8-yl)-6-morpholinopicolinate C(C)(C)(C)OC(=O)NCC1=CC(=C(C=C1)NC(=O)C1=CC2=C(OCCC3=C2SC=C3)C=C1C=1C(=NC(=CC1)N1CCOCC1)C(=O)OC)C